1-(2-(5-(2,3-difluorophenyl)-1H-imidazol-2-yl)piperidin-1-yl)-2-(methylthio)propan-1-one FC1=C(C=CC=C1F)C1=CN=C(N1)C1N(CCCC1)C(C(C)SC)=O